4-(2-chlorothieno[3,2-d]pyrimidin-4-yl)morpholine ClC=1N=C(C2=C(N1)C=CS2)N2CCOCC2